1-(octylphenyl)urea C(CCCCCCC)C1=C(C=CC=C1)NC(=O)N